1-(4-(6-chloro-7-(isoquinolin-5-yl)quinazolin-4-yl)piperazin-1-yl)prop-2-en-1-one ClC=1C=C2C(=NC=NC2=CC1C1=C2C=CN=CC2=CC=C1)N1CCN(CC1)C(C=C)=O